6-(3-methoxy-2-methylphenyl)-2-(1-methyl-1H-imidazol-2-yl)-5-(6-methylpyridin-2-yl)pyrrolo[2,1-f][1,2,4]triazin-4-ol COC=1C(=C(C=CC1)C=1C(=C2C(=NC(=NN2C1)C=1N(C=CN1)C)O)C1=NC(=CC=C1)C)C